FC=1C=CC(=NC1C)C1=NN(C=C1C1=NC2=CC(=CN=C2C=C1)C=1C=NNC1)C1OCCCC1 2-(3-(5-fluoro-6-methylpyridin-2-yl)-1-(tetrahydro-2H-pyran-2-yl)-1H-pyrazol-4-yl)-7-(1H-pyrazol-4-yl)-1,5-naphthyridine